tert-Butyl (1R,2S,5S)-2-((S)-1-((7-chloro-2-(chloromethyl)-8-fluoro-4-oxo-3,4-dihydropyrido[4,3-d]pyrimidin-5-yl)oxy)ethyl)-3,8-diazabicyclo[3.2.1]octane-8-carboxylate ClC1=C(C=2N=C(NC(C2C(=N1)O[C@@H](C)[C@@H]1[C@H]2CC[C@@H](CN1)N2C(=O)OC(C)(C)C)=O)CCl)F